hydroxy-2',6'-dimethyl-5-(pyrimidin-2-yl)-[1,1'-biphenyl]-3-carboxamide OC1=C(C=C(C=C1C(=O)N)C1=NC=CC=N1)C1=C(C=CC=C1C)C